CN1C=NC(=C1)N1C=NC(=C1)[N+](=O)[O-] 1'-methyl-4-nitro-1'H-1,4'-biimidazole